ethyl 3-(3-bromophenyl)-3-[tert-butyl(dimethyl)silyl]oxy-propanoate BrC=1C=C(C=CC1)C(CC(=O)OCC)O[Si](C)(C)C(C)(C)C